CC1OC2=CC=CC=C2[C@@H]([C@H]1COC)O methyl-(3R,4R)-4-hydroxy-3-(methoxymethyl)chromane